ClC=1C=C(C=CC1Cl)NC(=O)NC1=NC(=CC(=N1)NCCCN(C)C)C 1-(3,4-dichlorophenyl)-3-(4-(3-(dimethylamino)propylamino)-6-methylpyrimidin-2-yl)urea